FC(C(=O)OC(NC1=CC=CC=C1)=O)(F)F 2,2,2-trifluoroacetylphenylcarbamate